C1(=CC=CC=C1)C=1CN(C2=CC(=CC=C2C1)C(F)(F)F)S(=O)(=O)C1=CC=C(C)C=C1 3-phenyl-1-tosyl-7-trifluoromethyl-1,2-dihydroquinoline